difluoro oxalate C(C(=O)OF)(=O)OF